BrC=1C=C(C(=NC1)CN[C@@H](COC)C)F (R)-N-((5-bromo-3-fluoropyridin-2-yl)methyl)-1-methoxypropan-2-amine